Cl.Cl.Cl.O water Tris-HCL